4-amino-2-(1-ethyl-2,5-dioxopyrrolidin-3-yl)isoindoline-1,3-dione NC1=C2C(N(C(C2=CC=C1)=O)C1C(N(C(C1)=O)CC)=O)=O